1-(5-chloro-2-methoxyphenyl)-3-methyl-6-(pyrazolo[1,5-a]pyrimidin-3-yl)-1H-pyrazolo[4,3-c]pyridine ClC=1C=CC(=C(C1)N1N=C(C=2C=NC(=CC21)C=2C=NN1C2N=CC=C1)C)OC